C(#N)C1=CN(C2=CC=C(C=C12)NC(C1=CC=NC=C1)=O)CC=C N-(3-cyano-1-allyl-1H-indol-5-yl)isonicotinamide